CC1=C2CC3=C(C(=C([N-]3)CC4=C(C(=C(N4)CC5=C(C(=C([N-]5)CC(=C1CCC(=O)O)N2)CCC(=O)O)C)C=C)C)C=C)C.[Zn+2] Protoporphyrin zinc